4-[4-[tert-butyl(dimethyl)silyl]oxyanilino]-1-(difluoromethyl)-5-methyl-pyrrole-2-carbonitrile [Si](C)(C)(C(C)(C)C)OC1=CC=C(NC=2C=C(N(C2C)C(F)F)C#N)C=C1